lithium tri(sec-butyl)borohydride C(C)(CC)[BH-](C(C)CC)C(C)CC.[Li+]